N-(6-methoxypyrimidin-4-yl)-5-methyl-2-(1-methyl-1H-imidazol-2-yl)-6-(pyridin-3-yl)pyrrolo[2,1-f][1,2,4]triazin-4-amine COC1=CC(=NC=N1)NC1=NC(=NN2C1=C(C(=C2)C=2C=NC=CC2)C)C=2N(C=CN2)C